COC=1C=C(C=CC1)C=1SC2=NC=C(C=C2N1)N(S(=O)(=O)C)S(=O)(=O)C N-(2-(3-methoxyphenyl)thiazolo[5,4-b]pyridin-6-yl)-N-(methylsulfonyl)methanesulfonamide